(2S)-2-(9H-fluoren-9-yl-methoxycarbonyl-amino)-4-methoxybutanoic acid C1=CC=CC=2C3=CC=CC=C3C(C12)N([C@H](C(=O)O)CCOC)C(=O)OC